C1(CC1)C=1C=C(C#N)C=C(C1)SC1CC1 3-Cyclopropyl-5-(cyclopropylsulfanyl)benzonitrile